C1(=CC=CC=C1)C1=C(C=CC=C1)O ORTHO-PHENYLPHENOL